C(C1=CC=CC=C1)N(C1CCC(CC1)CC(C)O)CC1=CC=CC=C1 ((1r,4r)-4-(dibenzylamino)cyclohexyl)propan-2-ol